Dodecyl-dimethyl(octyloxymethyl)-ammonium chloride [Cl-].C(CCCCCCCCCCC)[N+](COCCCCCCCC)(C)C